[N+](=O)([O-])C1=CC=C(N)C=C1 (2s,3r)-4-nitroaniline